6-(2-(4-Fluorophenyl)-5,6-dihydro-4H-pyrrolo[1,2-b]pyrazol-3-yl)quinoline FC1=CC=C(C=C1)C=1C(=C2N(N1)CCC2)C=2C=C1C=CC=NC1=CC2